C(C)(=O)N1CC2(C1)C[C@H](N(CC2)CC2=C1C=CN(C1=C(C=C2OC)C)C(=O)OC(C)(C)C)C2=C(C=C(C=C2)C(=O)OC)NC tert-butyl 4-{[(6S)-2-acetyl-6-[4-(methoxycarbonyl)-2-(methylamino)phenyl]-2,7-diazaspiro[3.5]nonan-7-yl]methyl}-5-methoxy-7-methylindole-1-carboxylate